(R)-3-methoxy-5-((tetrahydrofuran-3-yl)oxy)phenol COC=1C=C(C=C(C1)O[C@H]1COCC1)O